ClC1=CC(=C(CN2C([C@@H](CC2)N2CCC(CC2)C2=CC=C(C=C2)NS(=O)(=O)C)=O)C=C1)F (R)-N-(4-(1-(1-(4-chloro-2-fluorobenzyl)-2-oxopyrrolidin-3-yl)piperidin-4-yl)phenyl)methanesulfonamide